(E)-3-(2-(((1-(3-Cyano-4-(4-cyano-3-fluorophenyl)-5-(3-hydroxy-4-methoxyphenyl)pyridin-2-yl)piperidin-4-yl)amino)methyl)thiazol-5-yl)-N-hydroxyacrylamide hydrochloride Cl.C(#N)C=1C(=NC=C(C1C1=CC(=C(C=C1)C#N)F)C1=CC(=C(C=C1)OC)O)N1CCC(CC1)NCC=1SC(=CN1)/C=C/C(=O)NO